2-methyl-N-(3-(methylcarbamoyl)oxetan-3-yl)-5-((4-methylthiazol-5-yl)methoxy)benzofuran CC=1OC2=C(C1)C=C(C=C2)OCC2=C(N(CS2)C2(COC2)C(NC)=O)C